COC1=CC=C(C=C1)C1=C(C=CC=C1)C#C[Si](C)(C)C ((4'-methoxy-[1,1'-biphenyl]-2-yl)ethynyl)trimethylsilane